CC1=C(C(=CC=C1)C)NC1=NN(C2=CC(=CC=C12)N)CCC(C)(C)OC N3-(2,6-dimethylphenyl)-1-(3-methoxy-3-methylbutyl)-1H-indazole-3,6-diamine